5-ISOBUTYLPYRAZINE-2-CARBALDEHYDE C(C(C)C)C=1N=CC(=NC1)C=O